(1R,6S)-N-(2-hydroxy-2-phenylethyl)-2,2,6-trimethylcyclohexane-1-carboxamide OC(CNC(=O)[C@H]1C(CCC[C@@H]1C)(C)C)C1=CC=CC=C1